1-(2,2-diethoxyethyl)cyclopropyl acetate C(C)(=O)OC1(CC1)CC(OCC)OCC